(1-(((tert-butyldiphenylsilyl)oxy)methyl)cyclopropyl)methanol [Si](C1=CC=CC=C1)(C1=CC=CC=C1)(C(C)(C)C)OCC1(CC1)CO